3,4-Dihydroxycinnamic acid (R)-1-carboxy-2-(3,4-dihydroxyphenyl)ethyl ester C(=O)(O)[C@@H](CC1=CC(=C(C=C1)O)O)OC(C=CC1=CC(=C(C=C1)O)O)=O